2-(3-(trifluoromethoxy)phenyl)cyclohexan-1-one FC(OC=1C=C(C=CC1)C1C(CCCC1)=O)(F)F